ClC=1C=C(C(=O)O)C=CC1OCOCC[Si](C)(C)C 3-chloro-4-{[2-(trimethylsilyl)ethoxy]methoxy}benzoic acid